6-(3-chloro-6-cyano-2-fluorophenyl)-N-(1-((S or R)-1-(5-fluoro-4-methyl-6-((1R,5S)-2-oxo-3-azabicyclo[3.1.0]hex-3-yl)pyridin-3-yl)ethyl)-1H-pyrazol-4-yl)-3-methylpyrazine-2-carboxamide ClC=1C(=C(C(=CC1)C#N)C1=CN=C(C(=N1)C(=O)NC=1C=NN(C1)[C@@H](C)C=1C=NC(=C(C1C)F)N1C([C@@H]2C[C@@H]2C1)=O)C)F |o1:23|